1-(2-(difluoromethyl)-3-((2,4-dichlorophenyl)sulfonyl)phenyl)piperazine FC(C1=C(C=CC=C1S(=O)(=O)C1=C(C=C(C=C1)Cl)Cl)N1CCNCC1)F